CO[Si](CCCNC(SCCOC)=O)(OC)OC S-(2-methoxyethyl) (3-(trimethoxysilyl)propyl)carbamothioate